6-(2-isopropylphenyl)-1-(4-(1-methyl-4-(trifluoromethyl)-1H-imidazol-2-yl)benzyl)-1,3-dihydro-2H-imidazo[4,5-c]pyridin-2-one C(C)(C)C1=C(C=CC=C1)C1=CC2=C(C=N1)NC(N2CC2=CC=C(C=C2)C=2N(C=C(N2)C(F)(F)F)C)=O